2-chloro-2',3',5',6'-tetrahydro-5H-spiro[furo[3,4-d]pyrimidin-7,4'-pyran]-5-one ClC=1N=CC2=C(N1)C1(CCOCC1)OC2=O